allyl (R*)-4-((3aS*,6aS*)-6,6-difluorohexahydro-1H-pyrrolo[3,2-c]isoxazol-1-yl)-3-(difluoromethoxy)-2,2-dimethylbutanoate FC1(CN[C@H]2[C@@H]1N(OC2)C[C@@H](C(C(=O)OCC=C)(C)C)OC(F)F)F |o1:4,5,10|